(S)-2-amino-6-(dimethylamino)-N-(4-(hydroxymethyl)phenyl)hexanamide N[C@H](C(=O)NC1=CC=C(C=C1)CO)CCCCN(C)C